2,4-dimethyl-benzenesulfonamide CC1=C(C=CC(=C1)C)S(=O)(=O)N